C1(CC1)C1=NOC(=C1)CO (3-cyclopropylisoxazol-5-yl)methanol